2-chloro-N-((3-chlorophenyl)sulfonyl)-N-(3-((4-(cyclohexanecarbonyl)piperazin-1-yl)methyl)phenyl)benzenesulfonamide ClC1=C(C=CC=C1)S(=O)(=O)N(C1=CC(=CC=C1)CN1CCN(CC1)C(=O)C1CCCCC1)S(=O)(=O)C1=CC(=CC=C1)Cl